((1s,4s)-4-((7-morpholino-1,6-naphthyridin-5-yl)oxy)cyclohexyl)furo[3,2-d]pyrimidin-4-amine O1CCN(CC1)C1=NC(=C2C=CC=NC2=C1)OC1CCC(CC1)C=1N=C(C2=C(N1)C=CO2)N